COC=1C=C(C=CC1)C(/C=C(/C=O)\C)(CC=C(C)C)C (E)-4-(3-methoxyphenyl)-2,4,7-trimethylocta-2,6-dienal